(S)-(1-cyano-2-(2-fluoro-4-(3-oxoisoindolin-5-yl)phenyl)ethyl)carbamic acid tert-butyl ester C(C)(C)(C)OC(N[C@@H](CC1=C(C=C(C=C1)C=1C=C2C(NCC2=CC1)=O)F)C#N)=O